Octadecyl-methyl-cyclononasiloxane C(CCCCCCCCCCCCCCCCC)[Si]1(O[SiH2]O[SiH2]O[SiH2]O[SiH2]O[SiH2]O[SiH2]O[SiH2]O[SiH2]O1)C